2-methoxy-5-(4-methylpiperazin-1-yl)benzene-1-sulfonamide COC1=C(C=C(C=C1)N1CCN(CC1)C)S(=O)(=O)N